Benzyl N-[2-[2-(3-amino-3-oxo-propyl)-2-(2-chloroacetyl)hydrazino]-1-(cyclopropylmethyl)-2-oxo-ethyl]carbamate NC(CCN(NC(C(CC1CC1)NC(OCC1=CC=CC=C1)=O)=O)C(CCl)=O)=O